tert-Butyl 5-methoxy-4-((2-(4-(methoxycarbonyl)phenyl)-4-methyl-3-oxo-1,4-diazepan-1-yl)methyl)-7-methyl-1H-indole-1-carboxylate COC=1C(=C2C=CN(C2=C(C1)C)C(=O)OC(C)(C)C)CN1C(C(N(CCC1)C)=O)C1=CC=C(C=C1)C(=O)OC